ClC1=C(C(=O)O)C(=CC(=C1)C1=NC=NC(=C1)NCCN1C(=CC2=C(C=CC=C12)OC)C)C 2-Chloro-4-{6-[2-(4-methoxy-2-methyl-indol-1-yl)-ethylamino]-pyrimidin-4-yl}-6-methyl-benzoic acid